(4Z)-2-(1-adamantylamino)-4-[(2-methyl-1,3-benzothiazol-6-yl)methylene]-1H-imidazol-5-one C12(CC3CC(CC(C1)C3)C2)NC=2NC(/C(/N2)=C/C2=CC3=C(N=C(S3)C)C=C2)=O